NC=1C(C=2C=NC(=NC2N2C3=CC=CC=C3SC12)N1CCN(CCC1)C)=O 9-Amino-4-(4-methyl-1,4-diazepan-1-yl)-11-thia-1,3,5-triazatetracyclo-[8.7.0.02,7.012,17]heptadeca-2(7),3,5,9,12,14,16-heptaen-8-one